FC(C1=CC=C(C=C1)C=CC(=O)O)(F)F 3-(4-(trifluoromethyl)phenyl)acrylic acid